C(C)(C)(C)OC(=O)N1CC2N(C3=C(OC2)C=C(C=C3)[N+](=O)[O-])CC1 8-nitro-1,2,4a,5-tetrahydrobenzo[b]pyrazino[1,2-d][1,4]oxazine-3(4H)-carboxylic acid tert-butyl ester